4-fluoro-1,6,11-triazatricyclo[7.4.0.02,7]trideca-2,4,6,8-tetraen-10-one FC=1C=C2N3CCNC(C3=CC2=NC1)=O